C(=C)C1=CC=2C3=C(N(C2C=C1)C1=CC=C(C=C1)C(F)(F)F)N=CN3C 7-ethenyl-1-methyl-4-[4-(trifluoromethyl)phenyl]-1H,4H-imidazo[4,5-b]indole